6-chloro-1-(cyclopropylmethyl)-7-fluoro-2-[4-(trifluoromethyl)pyrimidin-2-yl]-2,3,4,9-tetrahydro-1H-pyrido[3,4-b]indole ClC=1C=C2C3=C(NC2=CC1F)C(N(CC3)C3=NC=CC(=N3)C(F)(F)F)CC3CC3